FC1=C(C=CC(=C1F)C=1C=NN(C1)C1OCCCC1)N1CCN(CC1)C(=O)OC(C)(C)C tert-butyl 4-(2,3-difluoro-4-(1-(tetrahydro-2H-pyran-2-yl)-1H-pyrazol-4-yl)phenyl)piperazine-1-carboxylate